4-(1-((5-methyl-1H-pyrazol-1-yl)methyl)cyclohexyl)morpholine CC1=CC=NN1CC1(CCCCC1)N1CCOCC1